BrC=1C=CC(=C(C1)C(CC(C)O[Si](C)(C)C(C)(C)C)=O)I 1-(5-bromo-2-iodophenyl)-3-((tert-butyldimethylsilyl)oxy)butan-1-one